BrC1=C(C=CC(=C1)F)C=1C(=NN(C1NC1=C(C=CC=C1F)Cl)C)C 4-(2-Bromo-4-fluorophenyl)-N-(2-chloro-6-fluorophenyl)-1,3-dimethyl-1H-pyrazol-5-amin